NC[C@H]1NC([C@H](SCC1)C=1C=C(C=CC1)C1=C(OCC(=O)O)C=CC=C1)=O 2-[2-[3-[(2R,5S)-5-(aminomethyl)-3-oxo-1,4-thiazepan-2-yl]phenyl]phenoxy]acetic acid